C(CCC)OCC(COCCCC)=C 1,3-dibutyloxy-2-methylenepropane